C(C)(C)(C)C1N(CC1C1=C(C(=CC(=C1F)Cl)C(C)N1N=C(C=2C1=NC=NC2N)C=C)OC)C(=O)OCC21CCCN1CCC2 (tetrahydro-1H-pyrrolizin-7a(5H)-yl)methanol tert-Butyl-3-{3-[1-(4-amino-3-vinyl-1H-pyrazolo[3,4-d]pyrimidin-1-yl)ethyl]-5-chloro-6-fluoro-2-methoxyphenyl}azetidine-1-carboxylate